7-(5-(5-((3s,4r)-3-fluoro-4-hydroxy-4-methylpiperidin-1-yl)-1,3,4-thiadiazol-2-yl)-4-(isopropylamino)pyridin-2-yl)pyrrolo[1,2-b]pyridazine-3-carbonitrile F[C@H]1CN(CC[C@@]1(C)O)C1=NN=C(S1)C=1C(=CC(=NC1)C1=CC=C2N1N=CC(=C2)C#N)NC(C)C